C(\C=C\C(=O)O)(=O)O.BrC=1C=C2C=C(C(=NC2=CC1)OC)[C@H]([C@](CCN(C)C)(O)C1=CC=CC2=CC=CC=C12)C1=CC=CC=C1 (1R,2S)-1-(6-bromo-2-methoxyquinolin-3-yl)-4-dimethylamino-2-(1-naphthyl)-1-phenyl-butan-2-ol fumarate